3-bromo-5-fluoro-4-(oxetan-3-yloxy)-pyridine BrC=1C=NC=C(C1OC1COC1)F